2-(3-(3,4-difluorophenyl)-1,3-dimethylureido)-5-oxo-5H-thieno[3,2-b]pyran-6-carboxylic acid FC=1C=C(C=CC1F)N(C(N(C)C1=CC=2OC(C(=CC2S1)C(=O)O)=O)=O)C